2-aminomethyl-phenylalanine NCC1=C(C[C@H](N)C(=O)O)C=CC=C1